O=C1N(C(C2=CC=CC=C12)=O)[C@@H]1C[C@@H](CCC1)OC(C)=O acetic acid [(1R,3S)-3-(1,3-dioxoisoindolin-2-yl) cyclohexyl] ester